C(C)O[C@H]1C[C@@H](NC1)C(=O)NC=1C=CC=C2C(=CNC12)C1=NC(=NC=C1C)NC=1C(=NN(C1)C)OC (2R,4S)-4-ethoxy-N-(3-(2-((3-meth-oxy-1-methyl-1H-pyrazol-4-yl)amino)-5-methylpyrimidin-4-yl)-1H-indol-7-yl)pyrrolidine-2-carboxamide